C(C)(=O)N1CCN(CC1)C1=CC=CC=2N(C=NC21)C(=O)NCCCC2(CC2)C(F)(F)F 4-(4-Acetylpiperazin-1-yl)-N-(3-(1-(trifluoromethyl)cyclopropyl)propyl)-1H-benzo[d]imidazole-1-carboxamide